C1=CC(=CC=2C3=CC=CC=C3NC12)C=O carbazole-3-aldehyde